C(C)(C)OC1=CC=C(C(=O)NC=2C=CC=C3C(=CC=NC23)C=2C=NN(C2)C(C)C)C=C1 4-isopropoxy-N-(4-(1-isopropyl-1H-pyrazol-4-yl)quinolin-8-yl)benzamide